C(O)NC(C=C)=O acrylic acid N-methylol amide